4-(3-bromobenzylidene)-3-methyl-1-phenyl-1H-pyrazol-5(4H)-one BrC=1C=C(C=C2C(=NN(C2=O)C2=CC=CC=C2)C)C=CC1